4-[4-(4-ethylphenyl)benzoyloxy]benzene-1-sulfonic acid C(C)C1=CC=C(C=C1)C1=CC=C(C(=O)OC2=CC=C(C=C2)S(=O)(=O)O)C=C1